N-[[6-(3,3-Difluoropyrrolidin-1-yl)-2-pyridyl]sulfonyl]-2-(2,2,4-trimethylpyrrolidin-1-yl)pyridin-3-carboxamid FC1(CN(CC1)C1=CC=CC(=N1)S(=O)(=O)NC(=O)C=1C(=NC=CC1)N1C(CC(C1)C)(C)C)F